C(CCCCCCCC)OC=1C=C(COC(CCCN2CCN(CC2)C)=O)C=C(C1)OCCCCCCCCC.FC=1C=C(C(=NC1OC)OC1=C(C=C(C=C1)F)OC)C(=O)NC1=CC(=CC=C1)S(=O)(=O)C 5-fluoro-2-(4-fluoro-2-methoxy-phenoxy)-6-methoxy-N-(3-methylsulfonylphenyl)pyridine-3-carboxamide 3,5-Bis(nonyloxy)benzyl-4-(4-methylpiperazin-1-yl)butanoate